(2S,3S)-2-((((9H-fluoren-9-yl)methoxy)carbonyl)amino)-3-(8-fluoronaphthalen-1-yl)butanoic acid C1=CC=CC=2C3=CC=CC=C3C(C12)COC(=O)N[C@H](C(=O)O)[C@@H](C)C1=CC=CC2=CC=CC(=C12)F